C(CCCCCCC\C=C/CCCCCCCC)C(P(C)C)CCCCCCCC\C=C/CCCCCCCC dioleyl-(trimethylphosphine)